5-methyl-4,5,6,7-tetrahydro-[1,2,3]oxadiazolo[3,4-a]pyridin-8-ium-3-olate CC1CC=2[N+](CC1)=NOC2[O-]